3-(2-methyl-2-phenyl-1,3-dioxan-4-yl)-1-phenylbutan-1-one CC1(OCCC(O1)C(CC(=O)C1=CC=CC=C1)C)C1=CC=CC=C1